3-ethyl-2,4-pentanediol bis(4-n-propyl benzoate) C(CC)C1=CC=C(C(=O)OC(C)C(C(C)OC(C2=CC=C(C=C2)CCC)=O)CC)C=C1